C(C)(C)(C)OC(=O)N1CCC(CC1)N1N=CC(=C1)C(CCN(C)C)=O.OCCCNC(C1=CC=C(C=C1)C1=NC=C2N1C=C(N=C2)C2=CC=CC=C2)=O N-(3-hydroxypropyl)-4-(6-phenylimidazo[1,5-a]pyrazin-3-yl)benzamide tert-Butyl-4-(4-(3-(dimethylamino)propanoyl)-1H-pyrazol-1-yl)piperidine-1-carboxylate